N-(2-((diphenylmethylene)amino)-2-(thiophen-2-yl)ethyl)pentan-1-amine C1(=CC=CC=C1)C(C1=CC=CC=C1)=NC(CNCCCCC)C=1SC=CC1